CS(=O)(=O)O[C@H](C)[C@@H]1O[C@@H]1C [(1R)-1-[(2R,3R)-3-methyloxiran-2-yl] ethyl] methanesulfonate